(5-(3-(4-(3-iodobenzyl)thiazol-2-yl)phenoxy)-1H-indol-4-yl)methanol IC=1C=C(CC=2N=C(SC2)C=2C=C(OC=3C(=C4C=CNC4=CC3)CO)C=CC2)C=CC1